CC1=C(C(=CC=C1)C)C1=NC=2NS(C=3C=CC=C(C(NC[C@H](OC(=C1C1=CC(=CC=C1)OC)N2)C)=O)C3)(=O)=O (10R)-6-(2,6-Dimethylphenyl)-7-(3-methoxyphenyl)-10-methyl-2,2-dioxo-9-oxa-2λ6-thia-3,5,12,19-tetrazatricyclo[12.3.1.14,8]nonadeca-1(18),4(19),5,7,14,16-hexaen-13-one